BrC1=CC(=NC=N1)N1C[C@@H](C[C@@H]1C=1N=C2N(C=C(C=C2)C2CC2)C1)O (3R,5R)-1-(6-bromopyrimidin-4-yl)-5-(6-cyclopropylimidazo[1,2-a]pyridin-2-yl)pyrrolidin-3-ol